FC1=C(C=CC=C1)C1=NN2C(N=C(C=C2)N2CCCC2)=C1C(=O)N[C@@H]1C(NC2=C(C(=N1)C1=CC=CC=C1)C=CC=C2)=O 2-(2-Fluoro-phenyl)-N-[(3S)-2-oxo-5-phenyl-1,3-dihydro-1,4-benzo-diazepin-3-yl]-5-pyrrolidin-1-yl-pyrazolo[1,5-a]-pyrimidine-3-carboxamide